C(C)(C)(C)C=1C=CC2=C(C(=CO2)NC2=CC=C(C=C2)C(C)(C)C)C1 5-tert-butyl-N-(4-tert-butylphenyl)benzofuran-3-amine